6-amino-2,4-dichloro-3-ethylphenol NC1=CC(=C(C(=C1O)Cl)CC)Cl